(R)-N-((R)-1-(2-(6-iodopyridin-3-yl)-3,6-dimethyl-4-oxo-3,4-dihydroquinazolin-8-yl)ethyl)-2-methylpropane-2-sulfinamide IC1=CC=C(C=N1)C1=NC2=C(C=C(C=C2C(N1C)=O)C)[C@@H](C)N[S@](=O)C(C)(C)C